C(=O)(O)C=1C=C(C=CC1C(=O)O)OC1=CC(=C(C=C1)C(=O)O)C(=O)O 3,4-dicarboxyphenyl ether